C[C@@H]1COCCN1C1=CC(=C2C(=N1)N(N=C2)C2=NN(C=C2)COCC[Si](C)(C)C)C2=CC=C(C=C2)NC(C(C)=O)=O (R)-N-(4-(6-(3-methylmorpholino)-1-(1-((2-(trimethylsilyl)ethoxy)methyl)-1H-pyrazol-3-yl)-1H-pyrazolo[3,4-b]pyridin-4-yl)phenyl)-2-oxopropanamide